6-N-methyl-lysine CNCCCC[C@H](N)C(=O)O